FC(C=1C=NC(=NC1)N1CCN(CC1)C(=O)OCC1(CC1)C1=CNC(C(=C1)C(F)(F)F)=O)(F)F (1-(6-oxo-5-(trifluoromethyl)-1,6-dihydropyridin-3-yl)cyclopropyl)methyl 4-(5-(trifluoromethyl)pyrimidine-2-yl)piperazine-1-carboxylate